C(C)N1N=C(C2=C1C(NCC1(CCOCC1)C2)=O)CCCOC(=O)C2CCN(CC2)C(=O)OC 1-Methoxycarbonylpiperidine-4-carboxylic acid [3-(1-ethyl-8-oxo-spiro[6,7-dihydro-4H-pyrazolo[3,4-c]azepin-5,4'-tetrahydropyran]-3-yl) propyl] ester